4-Fluorobenzyl (7-fluoro-1-hydroxy-1,3-dihydrobenzo[c][1,2]oxaborole-6-carbonyl)-L-valinate FC1=C(C=CC2=C1B(OC2)O)C(=O)N[C@@H](C(C)C)C(=O)OCC2=CC=C(C=C2)F